C(C)(=O)O[C@H]1[C@@H](O[C@@H]([C@H]1OC(C)=O)COC(C)=O)[N+]1=CC(=CC=C1)C(=O)SC1=CC=CC=C1 ((2R,3R,4R,5R)-3,4-diacetoxy-5-(acetoxymethyl)tetrahydrofuran-2-yl)-3-((phenylthio)carbonyl)pyridin-1-ium